C(C)C(C1=CC=CC=C1)SC(C1=CC=CC=C1)CC di(ethylbenzyl) sulfide